CC1=NC(=NN1)C(=O)O methyl-1,2,4-triazole-3-carboxylic acid